1,3-dimethyl-2-phenyl-2-phosphaimidazolidine CN1P(N(CC1)C)C1=CC=CC=C1